1-(4-(cyano(2,4-difluorophenyl)methylene)piperidine-1-carbonyl)azetidine-3-carbonitrile C(#N)C(=C1CCN(CC1)C(=O)N1CC(C1)C#N)C1=C(C=C(C=C1)F)F